N(=[N+]=[N-])C(C)C1=CC=C(C=C1)OC(C)C 1-(1-azido-ethyl)-4-isopropoxy-benzene